B(O)(O)C1=C(C=C(C=C1)S(=O)(=O)NC(=O)C=1C=C(C(=O)O)C=CN1)C=O 2-(((4-borono-3-formylphenyl)sulfonyl)carbamoyl)isonicotinic acid